N-(4-(((2S,4R)-2-methyl-1-propionyl-1,2,3,4-tetrahydroquinolin-4-yl)amino)phenyl)-1H-1,2,3-triazole-4-carboxamide C[C@@H]1N(C2=CC=CC=C2[C@@H](C1)NC1=CC=C(C=C1)NC(=O)C=1N=NNC1)C(CC)=O